C(C)(C)(C)OC(CCOCCOCCC(=O)O)=O 3-(2-(3-(t-butoxy)-3-oxopropoxy)ethoxy)propionic acid